tert-butyl (R)-(1-(6-chloro-5,7-difluoro-1H-indole-2-carbonyl)pyrrolidin-3-yl)carbamate ClC1=C(C=C2C=C(NC2=C1F)C(=O)N1C[C@@H](CC1)NC(OC(C)(C)C)=O)F